C1=CC=C(C(=C1)N)N2C=CC=C2 N-(2-aminophenyl)pyrrole